5,5'-methanediylbis(6-propyl-1,3-benzodioxole) C(C1=CC2=C(OCO2)C=C1CCC)C1=CC2=C(OCO2)C=C1CCC